CCCC=CCCCC=CCC dodeca-4,9-diene